P(=O)(OC([C@@H]1[C@H]([C@@H]([C@]([C@@](O)(O1)C)(NC(C)=O)[C@@]1(O)[C@@H]([C@@H](O)[C@H](O)[C@H](O1)CO)NC(C)=O)O)O)O)([O-])[O-] (2-Acetamido-2-deoxy-α-D-glucopyranos-1-yl)(methyl 2-acetamido-2-deoxy-α-D-glucopyranosid-6-yl) phosphate